(S)-N'-((1,2,3,5,6,7-hexahydrodicyclopenta[b,e]pyridin-8-yl)carbamoyl)-4-isopropylthiophene-2-sulfonimidamide C1CCC2=NC3=C(C(=C21)NC(=O)N=[S@@](=O)(N)C=2SC=C(C2)C(C)C)CCC3